N-{3-[6-(1-hydroxybutyl)-4-methylpyridin-3-yl]-1-(2-hydroxyethyl)-2-oxo-1,6-naphthyridin-7-yl}cyclopropanecarboxamide OC(CCC)C1=CC(=C(C=N1)C=1C(N(C2=CC(=NC=C2C1)NC(=O)C1CC1)CCO)=O)C